N1(CCCCCC1)C1=NC=C(C=C1C(=O)NC1=CC(=NC=C1)S(=O)(=O)CC)C(F)(F)F 2-(azepan-1-yl)-N-(2-ethylsulfonyl-4-pyridyl)-5-(trifluoromethyl)pyridine-3-carboxamide